C(CCC)OC(=O)C1=C(C=CC=C1)[S+](C1=CC=CC=C1)C butoxycarbonyl-methyldiphenylsulfonium